N-(((2S,5S)-5-(4-(6-Fluoropyridin-3-yl)phenyl)pyrrolidin-2-yl)methyl)isoquinoline-5-sulfonamide FC1=CC=C(C=N1)C1=CC=C(C=C1)[C@@H]1CC[C@H](N1)CNS(=O)(=O)C=1C=2C=CN=CC2C=CC1